8-(3-fluoro-4-methoxy-phenyl)-N-methyl-6,9-dioxo-5-(4-(trifluoromethyl)-benzyl)-2,5,8-triazaspiro-[3.5]nonane-2-carboxamide FC=1C=C(C=CC1OC)N1CC(N(C2(CN(C2)C(=O)NC)C1=O)CC1=CC=C(C=C1)C(F)(F)F)=O